1-(5-(5-trifluoromethyl-2-(3-methoxyphenylamino)pyrimidin-4-yl)amino-1,3-dihydroisoindol-2-yl)2-propen-1-one FC(C=1C(=NC(=NC1)NC1=CC(=CC=C1)OC)NC=1C=C2CN(CC2=CC1)C(C=C)=O)(F)F